C(C=C)NC(=O)C(=O)NC1C(CCCC1)O N-allyl-N'-(2-hydroxycyclohexyl)oxamide